ClC1=CC(=C(OC=2C=C(C=C(C2)C)C=2C3=C(C(N(C2)C)=O)NC(=C3)C(=O)NC3CCC(CC3)NC(=O)N(C)C)C(=C1)C)C 4-(3-(4-chloro-2,6-dimethylphenoxy)-5-methylphenyl)-N-((1r,4r)-4-(3,3-dimethylureido)cyclohexyl)-6-methyl-7-oxo-6,7-dihydro-1H-pyrrolo[2,3-c]pyridine-2-carboxamide